ClC=1C=C(C=C(C1OC1=NNC(C(=C1)C1CCCC1)=O)Cl)N1C(N(N=CC1=O)CF)=O (3,5-dichloro-4-((5-cyclopentyl-6-oxo-1,6-dihydropyridazin-3-yl)oxy)phenyl)-2-(fluoromethyl)-1,2,4-triazine-3,5(2H,4H)-dione